NC=1C=C(OC2=CC=C(C=C2)C(C(F)(F)F)(C(F)(F)F)C2=CC=C(C=C2)OC2=CC(=CC=C2)N)C=CC1 2,2-bis-[4-(3-aminophenoxy)phenyl]hexafluoropropane